(4-(4-Methylpiperazine-1-carbonyl)phenyl)boronic acid CN1CCN(CC1)C(=O)C1=CC=C(C=C1)B(O)O